3-[3-(4-Dimethylcarbamoylphenyl)-isoxazol-5-yl]-1H-indazol CN(C(=O)C1=CC=C(C=C1)C1=NOC(=C1)C1=NNC2=CC=CC=C12)C